NC1=NC=C(C(=N1)N)B(O)O 2,4-DIAMINOPYRIMIDIN-5-YLBORONIC ACID